[(1R,3S)-3-[1-tert-butyl-5-[[2-[2-[2-(2-prop-2-ynoxyethoxy)ethoxy]ethyl]pyrazole-3-carbonyl]amino]pyrazol-3-yl]cyclopentyl] N-isopropylcarbamate C(C)(C)NC(O[C@H]1C[C@H](CC1)C1=NN(C(=C1)NC(=O)C=1N(N=CC1)CCOCCOCCOCC#C)C(C)(C)C)=O